1-(2-chloro-4-fluoro-3-(quinoxaline-6-carbonyl)phenyl)-3-(3-fluorophenyl)urea ClC1=C(C=CC(=C1C(=O)C=1C=C2N=CC=NC2=CC1)F)NC(=O)NC1=CC(=CC=C1)F